COC(=O)C=1C(N(C2=CC(=CC=C2C1N)C(F)(F)F)C1=CC=C(C=C1)OC)=O 4-Amino-1-(4-methoxyphenyl)-2-oxo-7-(trifluoromethyl)-1,2-dihydroquinoline-3-carboxylic acid methyl ester